CC(=CCCC1=CCC(CC1)C=O)C 4-(4-methyl-3-penten-1-yl)-3-cyclohexenecarboxaldehyde